4-(N-(2-((2-(benzyloxy)-2-oxoethyl)carbamoyl)-4-(1-methyl-1H-pyrazol-5-yl)phenyl)sulfamoyl)phenyl pivalate C(C(C)(C)C)(=O)OC1=CC=C(C=C1)S(NC1=C(C=C(C=C1)C1=CC=NN1C)C(NCC(=O)OCC1=CC=CC=C1)=O)(=O)=O